2-[(1R,2R,3S,5R)-2,3-dihydroxy-6,6-dimethylbicyclo[3.1.1]heptan-2-yl]ethyl 4-methylbenzenesulfonate CC1=CC=C(C=C1)S(=O)(=O)OCC[C@]1([C@H]2C([C@@H](C[C@@H]1O)C2)(C)C)O